N-(5-(4-chlorobenzyl)-1,3,4-thiadiazol-2-yl)-2-fluoronicotinamide ClC1=CC=C(CC2=NN=C(S2)NC(C2=C(N=CC=C2)F)=O)C=C1